8-(dichloromethylene)-1,4-dioxaspiro[4.5]decane ClC(=C1CCC2(OCCO2)CC1)Cl